C12CN(CC(CC1)N2)C(=O)C2CC2 (3,8-diazabicyclo[3.2.1]octan-3-yl)(cyclopropyl)methanone